CC=1C=C(C=C(C1C1(CC(=C(C2=CC=CC=C12)NC(C(F)(F)F)=O)\N=N\[H])S(=O)(=O)O)C)C1=CC(=C(C(=C1)C)C1(CC(=C(C2=CC=CC=C12)NC(C(F)(F)F)=O)\N=N\[H])S(=O)(=O)O)C 1,1'-(3,3',5,5'-tetramethyl[1,1'-biphenyl]-4,4'-diyl)bis{4-trifluoroacetylamino-3-[(E)-diazenyl]naphthalene-1-sulfonic acid}